BrC1=CC(=C(C=C1)N\N=C(\C(=O)C1CCN(CC1)C(=O)OC(C)(C)C)/C#N)F tert-butyl 4-{(2E)-2-[2-(4-bromo-2-fluorophenyl)hydrazinylidene]-2-cyanoacetyl}piperidine-1-carboxylate